Cl.Cl.CN1CCC12CCN(CC2)C=2N=NC(=CN2)C2=C(C=C(C=C2)C=2C=NNC2)O 2-[3-(1-methyl-1,7-diazaspiro[3.5]non-7-yl)-1,2,4-triazin-6-yl]-5-(1H-pyrazol-4-yl)phenol dihydrochloride